(1S,2R,3R,4S,6R)-4,6-diamino-3-(((2S,3R,4S)-3-amino-4-hydroxy-6-(hydroxymethyl)-3,4-dihydro-2H-pyran-2-yl)oxy)cyclohexane-1,2-diol N[C@@H]1[C@H]([C@@H]([C@H]([C@@H](C1)N)O)O)O[C@H]1OC(=C[C@@H]([C@H]1N)O)CO